C1(=CC=CC=C1)COC(=O)N1C(NC[C@H]1C(=O)O)=O (S)-3-(phenylmethyloxycarbonyl)-2-oxoimidazolidine-4-carboxylic acid